FC=1C=C(C=CC1F)[C@@H]1OC1 (S)-2-(3,4-difluorophenyl)oxirane